C1(CC1)C1=NNC(=N1)C1CC2(CN(C2)C(=O)N2CC3(C2)CC(C3)CC3=CC(=C(C#N)C=C3)C(F)(F)F)C1 4-[[2-[6-(3-cyclopropyl-1H-1,2,4-triazol-5-yl)-2-azaspiro[3.3]heptane-2-carbonyl]-2-azaspiro[3.3]heptan-6-yl]methyl]-2-(trifluoromethyl)benzonitrile